BrC1=C(C=C(C(=O)N([C@H](CN2CCCC2)C(C)C)C)C=C1)F (S)-4-Bromo-3-fluoro-N-methyl-N-(3-methyl-1-(pyrrolidin-1-yl)butan-2-yl)benzamide